The molecule is an optically active form of 15-HETE having 15(S)-configuration.. It has a role as a human metabolite and a mouse metabolite. It is a conjugate acid of a 15(S)-HETE(1-). It is an enantiomer of a 15(R)-HETE. CCCCC[C@@H](/C=C/C=C\\C/C=C\\C/C=C\\CCCC(=O)O)O